C1(C=CC(N1CCCCCC(=O)ON1C(CCC1=O)=O)=O)=O N-epsilon-maleimidocaproyl-oxysuccinimide